(S)-(+)-Ketoprofen C[C@@H](C1=CC(=CC=C1)C(=O)C2=CC=CC=C2)C(=O)O